D-glucose 6-phosphate disodium salt hydrate O.[Na+].[Na+].P(=O)([O-])([O-])OC[C@H]([C@H]([C@@H]([C@H](C=O)O)O)O)O